(3R)-tert-butyl 3-(3-methyl-3,4-dihydro-1,5,6,8-tetraazaacenaphthylen-5(1H)-yl)piperidine-1-carboxylate CC1C2=CNC=3N=CN=C(N(C1)[C@H]1CN(CCC1)C(=O)OC(C)(C)C)C32